[Cl-].[Cl-].[Ti+2].C1(C=CC2=CC=CC=C12)[Si](NC(C)(C)C)(C)C (indenyl)dimethyl-(tert-butylamino)silane titanium dichloride